(1-(8-((2,3-dichlorophenyl)thio)-[1,2,4]triazolo[4,3-c]pyrimidin-5-yl)-4-phenylpiperidin-4-yl)methanamine ClC1=C(C=CC=C1Cl)SC=1C=2N(C(=NC1)N1CCC(CC1)(C1=CC=CC=C1)CN)C=NN2